4-([1,1'-biphenyl]-2-yl)-2-(3-(2-((1,5-dimethyl-1H-pyrazol-3-yl)amino)-5-methylpyrimidin-4-yl)-1H-indol-7-yl)isoindolin-1-one C1(=C(C=CC=C1)C1=C2CN(C(C2=CC=C1)=O)C=1C=CC=C2C(=CNC12)C1=NC(=NC=C1C)NC1=NN(C(=C1)C)C)C1=CC=CC=C1